N-[1-[2-fluoro-4-[(E)-[(2-isopropylphenyl)carbamothioylhydrazono]methyl]phenyl]-3-methyl-pyrazol-4-yl]-4-(trifluoromethoxy)benzamide FC1=C(C=CC(=C1)/C=N/NC(NC1=C(C=CC=C1)C(C)C)=S)N1N=C(C(=C1)NC(C1=CC=C(C=C1)OC(F)(F)F)=O)C